CSCC=1N=C2N(C=CC(=C2)C2=NOC(=N2)C(F)(F)F)C1 3-(2-((methylthio)methyl)imidazo[1,2-a]pyridin-7-yl)-5-(trifluoromethyl)-1,2,4-oxadiazole